ClC1=CC=C(C(=O)N2CCC(CC2)(O)CC=2NC(C3=C(N2)N(C=C3)C3=CC=C(C=C3)[C@H]3NC[C@@H](OC3)C)=O)C=C1 ((1-(4-chlorobenzoyl)-4-hydroxypiperidin-4-yl)methyl)-7-(4-((3r,6s)-6-methylmorpholin-3-yl)phenyl)-3,7-dihydro-4H-pyrrolo[2,3-d]pyrimidin-4-one